NC1=C(N=C(S1)C1=C(C=CC=C1F)F)C(=O)NC=1C(=C2C(=NC1)OCC2)N2C[C@H](CCC2)N 5-amino-N-{4-[(3S)-3-aminopiperidin-1-yl]-2,3-dihydrofuro[2,3-b]pyridin-5-yl}-2-(2,6-difluorophenyl)-1,3-thiazole-4-carboxamide